ethyl 1-(cyclobutylmethyl)-5-(5-fluoro-2-pyridyl)-4-oxopyridine-3-carboxylate C1(CCC1)CN1C=C(C(C(=C1)C1=NC=C(C=C1)F)=O)C(=O)OCC